BrCCCOC1=CC=C(C=C1)C(C=CC1=CC=C(C=C1)C)=O 1-(4-(3-bromopropyloxy)phenyl)-3-p-methylphenyl-2-propen-1-one